NC1=NC(=C(C(=C1C#N)C1=CC=C(C=C1)OCCOC)C#N)C 2-Amino-4-[4-(2-methoxyethoxy)phenyl]-6-methyl-pyridine-3,5-dicarbonitrile